2-(4-hydroxy-1-((3-(5,6,7,8-tetrahydro-1,8-naphthyridin-2-yl)propyl)carbamoyl)piperidin-4-yl)-2-phenylacetic acid OC1(CCN(CC1)C(NCCCC1=NC=2NCCCC2C=C1)=O)C(C(=O)O)C1=CC=CC=C1